ClC1=CC=C(C=C1)C1=C(C(CC=C1)(\C=C\C(=O)C1=CC=CC=C1)C1=CC=C(C=C1)O)C1=CC=CC=C1COCCCCCCCCCCCCCCCCCC(=O)S(=O)(=O)O 3-(4-chlorophenyl)-1-(4-hydroxyphenyl)chalconebenzyloxy-octadecanoyl-sulfonic acid